5-[6-(4-morpholinyl)-4-oxo-4H-pyran-2-yl]-9H-thioxanthen-2-yl-4-morpholineacetamide N1(CCOCC1)C1=CC(C=C(O1)C1=C2SC=3C=CC(=CC3CC2=CC=C1)C1N(CCOC1)CC(=O)N)=O